trans-methyl 4-((5-fluoro-4-(6-(1-hydroxycyclobutyl)pyridin-2-yl)pyrimidin-2-yl)amino)cyclohexane-1-carboxylate FC=1C(=NC(=NC1)N[C@@H]1CC[C@H](CC1)C(=O)OC)C1=NC(=CC=C1)C1(CCC1)O